N-(4-(3-amino-7-(5-fluoropyridin-2-yl)-6-(1,1,1-trifluoropropan-2-yl)-1H-pyrazolo[4,3-c]pyridin-4-yl)benzyl)-5-fluoro-2-methoxybenzamide NC1=NNC2=C1C(=NC(=C2C2=NC=C(C=C2)F)C(C(F)(F)F)C)C2=CC=C(CNC(C1=C(C=CC(=C1)F)OC)=O)C=C2